N,N-diethylpyrrolidin-3-amine C(C)N(C1CNCC1)CC